2,3-bismaleimidylnaphthalene C1(C=CC(N1C1=CC2=CC=CC=C2C=C1N1C(C=CC1=O)=O)=O)=O